Br[Mg]C1=CC=C(C=C1)C1=CC=CC=C1 bromo(4-phenylphenyl)magnesium